C(CCCCC)C(OC(C(=O)N)(CCCCCC)CCCCCC)(C(=O)N)CCCCCC tetra-n-hexyl-diglycolamide